13-chloro-10-[2,6-difluoro-4-({2-[(2-hydroxyethyl)amino]ethyl}amino)phenyl]-8-ethyl-4-fluoro-15-methyl-6,8,10-triazatricyclo[9.4.0.02,7]pentadeca-1(11),2(7),3,5,12,14-hexaen-9-one ClC1=CC=2N(C(N(C=3N=CC(=CC3C2C(=C1)C)F)CC)=O)C1=C(C=C(C=C1F)NCCNCCO)F